BrC1=C(C=2N(C=C1)C(=CN2)I)OC 7-bromo-3-iodo-8-methoxyimidazo[1,2-a]Pyridine